NC1=C(C(=O)OC)C=C(C(=C1)C1=NC=C(C(=C1)C)F)C(F)(F)F methyl 2-amino-4-(5-fluoro-4-methylpyridin-2-yl)-5-(trifluoromethyl)benzoate